5-(2-bromo-4-chlorophenyl)-3-methyl-1,2-oxazole BrC1=C(C=CC(=C1)Cl)C1=CC(=NO1)C